N1C2=C(OCC1=O)N=CC=C2 1H-pyrido[2,3-b][1,4]oxazin-2(3H)-one